COC(=O)C1=C(C=NC=C1)CC1CCC1 3-(cyclobutylmethyl)pyridine-4-carboxylic acid methyl ester